(S)-5-bromo-N-(1-(6-ethoxy-5-methoxypyridin-2-yl)-2-(methylsulfonyl)ethyl)-4-methyl-3-nitropyridin-2-amine BrC=1C(=C(C(=NC1)N[C@H](CS(=O)(=O)C)C1=NC(=C(C=C1)OC)OCC)[N+](=O)[O-])C